N-(3-aminopropyl)-3-(1-(2-(dimethylamino)ethyl)-6-fluoro-1H-benzo[d]imidazol-2-yl)-1H-indazole-5-carboxamide NCCCNC(=O)C=1C=C2C(=NNC2=CC1)C1=NC2=C(N1CCN(C)C)C=C(C=C2)F